ClC=1C=C2CN3C(=NC2=CC1)SC=C3CSC=3NC(CN3)(C3=CC=CC=C3)C 7-chloro-3-(((5-methyl-5-phenyl-4,5-dihydro-1H-imidazol-2-yl)thio)methyl)-5H-thiazolo[2,3-b]quinazoline